(Z)-(4-(hydroxyimino)-7-methoxy-4H-chromen-2-yl)(4-(o-toluenesulfonyl)piperazin-1-yl)methanone O\N=C/1\C=C(OC2=CC(=CC=C12)OC)C(=O)N1CCN(CC1)S(=O)(=O)C=1C(C)=CC=CC1